C(C)OC(CC(C)C=1C=C(C=CC1)C(C(=O)OCC1=CC=CC=C1)(CCOC(CO)(C)C)C)=O benzyl 2-(3-(4-ethoxy-4-oxobutan-2-yl)phenyl)-4-((1-hydroxy-2-methylpropan-2-yl)oxy)-2-methylbutanoate